C(#N)[C@]1(O[C@@H]([C@H]([C@H]1O)O)CO)C1=CC=C2C(=NC=NN21)N=CN(C)C N'-(7-((2R,3R,4S,5R)-2-cyano-3,4-dihydroxy-5-(hydroxymethyl)tetrahydrofuran-2-yl)pyrrolo[2,1-f][1,2,4]triazin-4-yl)-N,N-dimethylformimidamide